FC(C1=C(OC2=CC=C(C=C2)C(C(F)(F)F)(C(F)(F)F)C2=CC=C(C=C2)OC2=C(C(=CC=C2)N2C(C=CC2=O)=O)C(F)(F)F)C=CC=C1N1C(C=CC1=O)=O)(F)F 2,2-bis[4-(2-trifluoromethyl-3-maleimidophenoxy)phenyl]hexafluoropropane